S(=O)(=O)(O)C1=CC=C(C)C=C1.C(C1=CC=CC=C1)N[C@H](CC(C)C)C(=O)O benzyl-D-leucine tosylate